FC1=CN=CC2=C1NC=1C=C(C=CC21)C=2C=CC(=NC2)OC2CC(C2)OC=2C=CC(=NC2)C#CCOC=2C=C1CN(C(C1=CC2)=O)C2C(NC(CC2)=O)=O 3-(5-((3-(5-((1r,3r)-3-((5-(4-fluoro-5H-pyrido[4,3-b]indol-7-yl)pyridin-2-yl)oxy)cyclobutoxy)pyridin-2-yl)prop-2-yn-1-yl)oxy)-1-oxoisoindolin-2-yl)piperidine-2,6-dione